FC1=C(OC=2C=CC(=NC2)NC([C@H](C)[C@@H]2C[C@@H](CCC2)C2=CNC(C=C2)=O)=O)C=CC(=C1)F (R)-N-(5-(2,4-difluorophenoxy)pyridin-2-yl)-2-((1s,3R)-3-(6-oxo-1,6-dihydropyridin-3-yl)cyclohexyl)propanamide